N'-hydroxy-5-((1-(4-(trifluoromethyl)phenyl)-1H-1,2,4-triazol-3-yl)amino)pyrazine-2-carboxamide ON1N(C=NC1NC=1N=CC(=NC1)C(=O)N)C1=CC=C(C=C1)C(F)(F)F